3β-hydroxycholane-5(6)-ene O[C@@H]1CC2=CC[C@H]3[C@@H]4CC[C@H]([C@@H](CCC)C)[C@]4(CC[C@@H]3[C@]2(CC1)C)C